FC=1C(=C(C=C(C1F)C(C)C)[C@H](C(=O)O)N1C[C@@H](CC1)OCCCCCC1=NC=2NCCCC2C(=C1)OC)OC (R)-2-(3,4-difluoro-5-isopropyl-2-methoxyphenyl)-2-((R)-3-((5-(4-methoxy-5,6,7,8-tetrahydro-1,8-naphthyridin-2-yl)pentyl)oxy)pyrrolidin-1-yl)acetic acid